C(C)(=O)OC(CC)CCCC(C=C)=C 1-methyl-6-methyleneoct-7-en-2-yl acetate